tert-butyl (2-(2-(2-((4-(benzo[d]thiazol-2-yl)phenyl)(methyl)amino)ethoxy)ethoxy)ethyl)carbamate S1C(=NC2=C1C=CC=C2)C2=CC=C(C=C2)N(CCOCCOCCNC(OC(C)(C)C)=O)C